FC1=C(C(=CC(=C1)OC)F)C(CC(=O)OCC)=O ethyl 3-(2,6-difluoro-4-methoxyphenyl)-3-oxopropanoate